ClC1=CC=CC(=N1)OC1CCN(CC1)C(CNC(=O)C1=NNC(=C1)C1=CC=CC=C1)=O 5-Phenyl-1H-pyrazole-3-carboxylic acid {2-[4-(6-chloro-pyridin-2-yloxy)-piperidin-1-yl]-2-oxoethyl}-amide